2-(2-(cyclopropanesulfonylamino)thiazol-4-yl)-N-(4-(pyridin-3-yl)phenyl)propanamide C1(CC1)S(=O)(=O)NC=1SC=C(N1)C(C(=O)NC1=CC=C(C=C1)C=1C=NC=CC1)C